FC(C(=O)O)(F)F.ClC=1C=C(C=CC1)[C@@H](CNCCNC)NC(=O)C=1N=CN(C1)C1=NC(=NC=C1C)NC1CCOCC1 (S)-N-(1-(3-chlorophenyl)-2-((2-(methyl-amino)ethyl)amino)ethyl)-1-(5-methyl-2-((tetrahydro-2H-pyran-4-yl)amino)-pyrimidin-4-yl)-1H-imidazole-4-carboxamide 2,2,2-trifluoroacetate